ClC1=CC=CC=2C(N=C3N(C12)C1=CC(=CC=C1C31CC(C1)F)C1CCNCC1)=O chloro-3-fluoro-10'-(piperidin-4-yl)-5'H-spiro[cyclobutane-1,7'-indolo[1,2-a]quinazolin]-5'-one